(2R,4R)-6-chloro-7-fluoro-4-hydroxy-N-(3-{4-[(3R)-3-(trifluoromethoxy)pyrrolidin-1-yl]-1H-pyrazol-1-yl}bicyclo[1.1.1]pentan-1-yl)-3,4-dihydro-2H-1-benzopyran-2-carboxamide ClC=1C(=CC2=C([C@@H](C[C@@H](O2)C(=O)NC23CC(C2)(C3)N3N=CC(=C3)N3C[C@@H](CC3)OC(F)(F)F)O)C1)F